COC1=CC=C(C=C1)COC[C@@H](CC1C2(C3=CC=CC=C3C1)CCC1(CC2)OCCO1)C 2''-{(2R)-3-[(4-methoxyphenyl)methoxy]-2-methylpropyl}-2'',3''-dihydrodispiro[[1,3]dioxolane-2,1'-cyclohexane-4',1''-indene]